ClC=1C=C2C(C(=CN(C2=CC1N1[C@H](CCC1)COC1=NC=CC=C1Cl)C1CN(CC1)CCOC)C(=O)OCC)=O ethyl 6-chloro-7-[(2R)-2-{[(3-chloropyridin-2-yl)oxy]methyl}pyrrolidin-1-yl]-1-[1-(2-methoxyethyl)pyrrolidin-3-yl]-4-oxo-1,4-dihydroquinoline-3-carboxylate